ClC=1C=NC(=C(C(=O)N(CC2=CC(=CC=C2)OC(F)(F)F)C)C1)OC(F)F 5-chloro-2-(difluoromethoxy)-N-methyl-N-(3-(trifluoromethoxy)benzyl)nicotinamide